ethyl-diphenyl-oxygen C(C)C1=C(C=CC=C1)OC1=CC=CC=C1